BrC1=CC=2SC(=CC2S1)C=O 5-bromothieno[3,2-b]thiophene-2-carbaldehyde